Nitro-1,2,3,5,6,7-hexahydroimidazo[1,2-a]pyridin-5-ol [N+](=O)([O-])N1CCN2C1=CCCC2O